C(C)(C)C1=NC=CC(=C1NC(=O)C1=NC=C(C2=C1CCC2)C(=O)N)C ((2-isopropyl-4-methylpyridin-3-yl)carbamoyl)-6,7-dihydro-5H-cyclopenta[c]pyridine-4-carboxamide